C(C)(=O)N1C[C@H]2[C@@H](CC1)NC(N2C=2SC1=C(N2)C2=C(C=C1)OCC2)=O Cis-5-acetyl-3-(7,8-dihydrofuro[3,2-e][1,3]benzothiazol-2-yl)octahydro-2H-imidazo[4,5-c]pyridin-2-one